4-((2S,3S)-3-nitrochroman-2-yl)phenol [N+](=O)([O-])[C@@H]1[C@@H](OC2=CC=CC=C2C1)C1=CC=C(C=C1)O